2-(3-(4-(2-((R)-2,4-dimethyl-3-oxopiperazin-1-yl)ethoxy)-2-methoxyphenyl)ureido)-N-(4-(((2S,4R)-2-methyl-1-propionyl-1,2,3,4-tetrahydroquinolin-4-yl)amino)phenyl)acetamide C[C@H]1N(CCN(C1=O)C)CCOC1=CC(=C(C=C1)NC(NCC(=O)NC1=CC=C(C=C1)N[C@@H]1C[C@@H](N(C2=CC=CC=C12)C(CC)=O)C)=O)OC